(S)-1-(((R)-tert-butylsulfinyl)amino)-6-((1-methyl-1H-pyrazol-4-yl)amino)-1,3-dihydrospiro[indene-2,4'-piperidine]-1'-carboxylic acid tert-butyl ester C(C)(C)(C)OC(=O)N1CCC2(CC1)[C@@H](C1=CC(=CC=C1C2)NC=2C=NN(C2)C)N[S@](=O)C(C)(C)C